3-ethyl-4-hydroxy-5-n-propyl-pyrazol C(C)C1=NNC(=C1O)CCC